NCC1=CC=C(C=C1)C=1C=NN2C1N=C(C=C2)NCCCOC2CCCC2 3-(4-(aminomethyl)phenyl)-N-(3-(cyclopentyloxy)propyl)pyrazolo[1,5-a]pyrimidin-5-amine